OC1=CC=C(C=C1)C(\C=C/C1=CC2=CC=C(C=C2C=C1)OC)=O (Z)-1-(4-Hydroxyphenyl)-3-(6-methoxynaphthalen-2-yl)prop-2-en-1-one